CC1CN(CC(C1)C)S(=O)(=O)Cl 3,5-dimethylpiperidine-1-sulfonyl chloride